N1N=CC(=C1)CCNC1=NC(=NC(=C1F)C)C(=O)N1[C@H](CCC1)C1=CC(=CC=C1)F (R)-(4-((2-(1H-pyrazol-4-yl)ethyl)amino)-5-fluoro-6-methylpyrimidin-2-yl)(2-(3-fluorophenyl)pyrrolidin-1-yl)methanone